1,4-di-aminoanthraquinone NC1=CC=C(C=2C(C3=CC=CC=C3C(C12)=O)=O)N